COC([C@@H](NC(COC=1C(N(C2=CC=C(C=C2C1)N)C)=O)=O)C)=O (2-((1-methyl-6-amino-2-oxo-1,2-dihydroquinolin-3-yl)oxy)acetyl)alanine methyl ester